2-bromopyridine-4-carbaldehyde hydrazone BrC1=NC=CC(=C1)C=NN